NC=1N=C(C2=C(N1)C=CN2CC2=C(C=C(C=C2)CO)OC)OCCCCC (4-{[2-Amino-4-(pentyloxy)-5H-pyrrolo[3,2-d]pyrimidin-5-yl]methyl}-3-methoxyphenyl)methanol